(5S)-2-isopropylidene-5-methyl-cyclohexanone C(C)(C)=C1C(C[C@H](CC1)C)=O